gamma-(2,3-epoxypropoxy)propylmethyldimethoxysilane methyl-2-amino-3-(1-ethyl-3-(trifluoromethyl)-1H-pyrazol-4-yl)-5-vinylbenzoate COC(C1=C(C(=CC(=C1)C=C)C=1C(=NN(C1)CC)C(F)(F)F)N)=O.C(C1CO1)OCCC[Si](OC)(OC)C